N(=[N+]=[N-])CCOCCOCCOCCOCCOCCOCC(=O)N1CC2(C1)CNC2 20-azido-1-(2,6-diazaspiro[3.3]heptan-2-yl)-3,6,9,12,15,18-hexaoxaicosan-1-one